5-(3-chlorophenoxy)-4-methylthiazol-2-amine ClC=1C=C(OC2=C(N=C(S2)N)C)C=CC1